C[C@@H]1[C@](C(CCl)=O)([C@]2(C[C@@H]([C@@]3([C@]4(C=CC(C=C4CC[C@H]3[C@@H]2C1)=O)C)F)O)C)C(CC)=O 16β-methyl-11β-hydroxy-17-(1-oxopropyl)-9-fluoro-21-chloro-pregna-1,4-diene-3,20-dione